ethyl-5-(1-tosyl-1H-indol-4-yl)pent-4-enoate C(C)OC(CCC=CC1=C2C=CN(C2=CC=C1)S(=O)(=O)C1=CC=C(C)C=C1)=O